C1(CC1)C[C@@H](C(=O)N[C@H](CC1=CC=CC=C1)C(=O)OC)NC(C[C@H]1N(C(CC1)=O)CC1=C(C(=CC=C1)F)F)=O Methyl ((S)-3-cyclopropyl-2-(2-((S)-1-(2,3-difluorobenzyl)-5-oxopyrrolidin-2-yl)acetamido)propanoyl)-D-phenylalaninate